COC(=O)C=1SC=C(C1OC(F)F)Br 4-bromo-3-(difluoromethoxy)thiophene-2-carboxylic acid methyl ester